4-hydroxy-N-(4-(4-morpholino-7-((2-(trimethylsilyl)ethoxy)methyl)-7H-pyrrolo[2,3-d]pyrimidin-6-yl)phenyl)-1-(vinylsulfonyl)piperidine-4-carboxamide OC1(CCN(CC1)S(=O)(=O)C=C)C(=O)NC1=CC=C(C=C1)C1=CC2=C(N=CN=C2N2CCOCC2)N1COCC[Si](C)(C)C